(E)-N,N,1-trimethyl-4-(1-methyl-4-(4-(2-(quinolin-3-yl)vinyl)benzamido)-1H-pyrrole-2-carboxamido)-1H-pyrrole-2-carboxamide CN(C(=O)C=1N(C=C(C1)NC(=O)C=1N(C=C(C1)NC(C1=CC=C(C=C1)\C=C\C=1C=NC2=CC=CC=C2C1)=O)C)C)C